4-(chloromethyl)-1,3-dihydroisobenzofuran ClCC1=C2COCC2=CC=C1